ethyl P-(4-(5-(chlorodifluoromethyl)-1,2,4-oxadiazol-3-yl)-2-fluorobenzyl)-N-(3-chlorophenyl)phosphonamidate ClC(C1=NC(=NO1)C1=CC(=C(CP(OCC)(=O)NC2=CC(=CC=C2)Cl)C=C1)F)(F)F